2,6-dichloro-9-(((3aR,4S,6aS)-2,2-dimethyltetrahydrothieno[3,4-d][1,3]dioxol-4-yl)methyl)-9H-purine ClC1=NC(=C2N=CN(C2=N1)C[C@@H]1SC[C@H]2OC(O[C@H]21)(C)C)Cl